COC1=CC(=CC=C1O)\C=C\C(CC(\C=C\C1=CC=C(O)C(OC)=C1)=NO)=NO curcumin dioxime